(S)-2-amino-cyclobutylacetic acid methyl ester hydrochloride Cl.COC(C[C@H]1C(CC1)N)=O